3-(3-(4-(4-Fluorophenyl)piperazin-1-yl)propyl)-5-methyl-5-phenylimidazolidine-2,4-dione FC1=CC=C(C=C1)N1CCN(CC1)CCCN1C(NC(C1=O)(C1=CC=CC=C1)C)=O